4-((1-(3-chlorophenyl)cyclopropyl)amino)-N-((1,3-dimethyl-1H-pyrazol-4-yl)methyl)-6-(3,5-dimethylisoxazol-4-yl)quinazoline-2-carboxamide ClC=1C=C(C=CC1)C1(CC1)NC1=NC(=NC2=CC=C(C=C12)C=1C(=NOC1C)C)C(=O)NCC=1C(=NN(C1)C)C